C1(=CC=CC=C1)S(=O)(=O)N1C=CC=2C1=NC=C1C2N(C(=N1)C1=CC=C(O1)CO)C1CNCC1 5-(6-(benzenesulfonyl)-1-(pyrrolidin-3-yl)-1,6-dihydroimidazo[4,5-d]pyrrolo[2,3-b]pyridin-2-yl)furan-2-methanol